[N+](=O)([O-])C=1C=C(C=CC1)C1C(CC1)C=O 2-(3-nitrophenyl)cyclobutanecarbaldehyde